C(C)OC(=O)C1(CC=2C(=NC=CC2C)C1)C(=O)OCC 4-methyl-5,7-dihydro-cyclopenta[b]pyridine-6,6-dicarboxylic acid diethyl ester